4-(6-bromopyridin-3-yl)morpholin-3-one BrC1=CC=C(C=N1)N1C(COCC1)=O